[Si](C)(C)(C(C)(C)C)OCCNC=1C=2C3=C(NC2C(=C(C1)Cl)Cl)[C@@H](CNC([C@H]3C)=O)CCOC |r| racemic-trans-10-((2-((tert-butyldimethylsilyl)oxy)ethyl)amino)-7,8-dichloro-5-(2-methoxyethyl)-1-methyl-3,4,5,6-tetrahydroazepino[4,5-b]indol-2(1H)-one